1,3-di-hydroxybenzene tert-butyl-4-(4-((4-amino-2-butyl-1H-imidazo[4,5-d]thieno[3,2-b]pyridin-1-yl)methyl)benzyl)piperazine-1-carboxylate C(C)(C)(C)OC(=O)N1CCN(CC1)CC1=CC=C(C=C1)CN1C(=NC=2C1=C1C(=NC2N)C=CS1)CCCC.OC1=CC(=CC=C1)O